BrC1=CC=C(C=C1)NC(=O)N[C@H](C(=O)NCCO)CC1=CC=CC=C1 (2S)-2-{[(4-bromophenyl)carbamoyl]amino}-N-(2-hydroxyethyl)-3-phenylpropanamide